C(CCCCCC)OCC(CO)O 3-mono(heptyloxy)propane-1,2-diol